N-(5-cyclopropyl-1H-pyrazol-3-yl)-2-((3-(2,6-dioxopiperidin-3-yl)-1-methyl-1H-indazol-6-yl)oxy)acetamide C1(CC1)C1=CC(=NN1)NC(COC1=CC=C2C(=NN(C2=C1)C)C1C(NC(CC1)=O)=O)=O